C1(=CC=CC=C1)C1CCNC=C1 4-PHENYL-TETRAHYDROPYRIDIN